2-methyl-5-(trifluoromethyl)-1,3-oxazole-4-carboxylic acid CC=1OC(=C(N1)C(=O)O)C(F)(F)F